ethoxydimethyl-imidazolium C(C)OC=1[N+](=C(NC1)C)C